O=S1(CCN(CC1)CC=1N=NN(C1)CCOCCNC(C(=C)C)=O)=O N-(2-(2-(4-((1,1-dioxidothiomorpholino)methyl)-1H-1,2,3-triazol-1-yl)ethoxy)ethyl)methacrylamide